CC1CN(CC=C1C1=C2C(=NC(=C1)NC(=O)C1CC1)NC=C2)C(=O)C=2NC=CC2 N-(4-(3-methyl-1-(1H-pyrrole-2-carbonyl)-1,2,3,6-tetrahydropyridin-4-yl)-1H-pyrrolo[2,3-b]pyridin-6-yl)cyclopropylcarboxamide